NC1=C(C(=O)OC)C(=CC(=C1[N+](=O)[O-])Br)N methyl 2,6-diamino-4-bromo-3-nitrobenzoate